NC1=NC=2C=CC(=CC2C2=C1[C@@H](OC2)C)C(=O)N(CC2=NC=C(C=C2)C(F)(F)F)[C@@H]2[C@@H](C2)C2CC2 (3S)-4-amino-N-((1S,2S)-[1,1'-bi(cyclopropyl)]-2-yl)-3-methyl-N-((5-(trifluoromethyl)-2-pyridinyl)methyl)-1,3-dihydrofuro[3,4-c]quinoline-8-carboxamide